6-bromo-4-(trifluoromethyl)quinoline-2-carboxylic acid ethyl ester C(C)OC(=O)C1=NC2=CC=C(C=C2C(=C1)C(F)(F)F)Br